1H,2H,3H,4H,5H,6H-pyrrolo[3,4-c]pyrrole-2-carboxylic acid tert-butyl ester C(C)(C)(C)OC(=O)N1CC=2CNCC2C1